Tetraethyl-1,4,8,11-tetraazacyclotetradecane-1,4,8,11-tetraacetate C(C)OC(CN1CCN(CCCN(CCN(CCC1)CC(=O)OCC)CC(=O)OCC)CC(=O)OCC)=O